C(C1=CC=CC=C1)=CC(=O)C=CC1=CC=CC=C1.C(C1=CC=CC=C1)=CC(=O)C=CC1=CC=CC=C1.C(C1=CC=CC=C1)=CC(=O)C=CC1=CC=CC=C1.[Pd].[Pd] dipalladium tris(dibenzylideneacetone)